BrC1=C(C(=CC=C1F)F)C(C)O 1-(2-bromo-3,6-difluorophenyl)ethan-1-ol